N-(2-(3-bromo-4-fluorophenyl)-1,1,1-trifluoropropan-2-yl)-N-methylacetamide BrC=1C=C(C=CC1F)C(C(F)(F)F)(C)N(C(C)=O)C